3-((4-(1-Hydroxyethyl)-6-(3-methylisoxazol-4-yl)-1-oxoisoquinolin-2(1H)-yl)methyl)-N-methylbenzamide OC(C)C1=CN(C(C2=CC=C(C=C12)C=1C(=NOC1)C)=O)CC=1C=C(C(=O)NC)C=CC1